tert-butyl (2-((2-(2,6-dioxopiperidin-3-yl)-1-oxo-1,2-dihydrophthalazin-5-yl)oxy)ethyl)carbamate O=C1NC(CCC1N1C(C2=CC=CC(=C2C=N1)OCCNC(OC(C)(C)C)=O)=O)=O